O[C@@H]1C[C@H](N(C1)C(C(C(C)C)C1=CC(=NO1)C)=O)C(=O)OC methyl (2S,4R)-4-hydroxy-1-(3-methyl-2-(3-methylisoxazol-5-yl)butanoyl)pyrrolidine-2-carboxylate